COC(=O)C1=CC(=C2C(=N1)C(=CN2COCC[Si](C)(C)C)I)CN2C[C@H](CCC2)C (S)-3-iodo-7-((3-methylpiperidin-1-yl)methyl)-1-((2-(trimethylsilyl)ethoxy)methyl)-1H-pyrrolo[3,2-b]pyridine-5-carboxylic acid methyl ester